1-(2,4-Difluoro-phenyl)-3-[4-(2-dimethylamino-ethoxy)-3-(4-fluoro-2-methyl-2H-pyrazol-3-yl)-phenyl]-urea FC1=C(C=CC(=C1)F)NC(=O)NC1=CC(=C(C=C1)OCCN(C)C)C=1N(N=CC1F)C